4-(4-(3-(7-Chloroimidazo[1,2-a]pyridin-2-yl)-5-thioxo-1,5-dihydro-4H-1,2,4-triazol-4-yl)phenoxy)-N-methylpicolinamide ClC1=CC=2N(C=C1)C=C(N2)C2=NNC(N2C2=CC=C(OC1=CC(=NC=C1)C(=O)NC)C=C2)=S